C(C)(=O)NC1(C([C@H](N(C1)C(=O)OC(C)(C)C)C(=O)OC)CC=C)C(NC(C)(C)C)=O 1-(tert-butyl) 2-methyl (2S)-4-acetamido-3-allyl-4-(tert-butylcarbamoyl)pyrrolidine-1,2-dicarboxylate